ethyl 5-(1-oxo-2H-phthalazin-6-yl)naphthalene-2-carboxylate O=C1NN=CC2=CC(=CC=C12)C1=C2C=CC(=CC2=CC=C1)C(=O)OCC